N1=C(N=CC=C1)C#CC=1C=C(C(=O)OC)C=C(C1)OC(F)(F)F METHYL 3-(2-PYRIMIDIN-2-YLETHYNYL)-5-(TRIFLUOROMETHOXY)BENZOATE